[1,4]oxazepino[6,7-h]isoquinoline-4(5H)-carboxylate O1C=CN(CC=2C=CC=3C=CN=CC3C21)C(=O)[O-]